4-[(3S)-3-aminopyrrolidin-1-yl]-5-(3-chloro-5-fluorophenyl)-N-(3,3-difluorocyclobutyl)-6-methoxypyridine-3-carboxamide N[C@@H]1CN(CC1)C1=C(C=NC(=C1C1=CC(=CC(=C1)F)Cl)OC)C(=O)NC1CC(C1)(F)F